NC1=C(C(=CC=C1)CN1C(OC=C1)=N)NC(NC(COC)(C)C1=CC(=CC=C1)Cl)=S 3-{2-amino-6-[(2-imino-2,3-dihydro-1,3-oxazol-3-yl)methyl]phenyl}-1-[2-(3-chlorophenyl)-1-methoxypropane-2-yl]thiourea